C(=O)(OC(C)(C)C)C(N=O)CC1=CC=C(C=C1)O BOC-tyraminealdehyde